OC1=CC=C(C=C1)CCC(C)NC(NC1=CC=C2C=CN(C2=C1)C(=O)OC(C)(C)C)=O tert-butyl 6-(3-(4-(4-hydroxyphenyl)butan-2-yl)ureido)-1H-indole-1-carboxylate